C(C)[SiH](O[Si](C)(C)C)C ETHYL-TETRAMETHYLDISILOXANE